NC1(CCN(CC1)C1=C(C(N(C(=N1)C)C=1C=C2N=CC=NC2=CC1)=O)C)C 6-(4-Amino-4-methyl-piperidin-1-yl)-2,5-dimethyl-3-quinoxalin-6-yl-3H-pyrimidin-4-one